C(C)(C)C1CC(C(CC1)=C)OC(C)OCCOCCOC=C 4-isopropyl-1-methylene-2-[1-[2-(2-vinyloxyethoxy)ethoxy]ethoxy]cyclohexane